NC1=C2C(=NC=N1)N(N=C2C2=CC=C(C=C2)OC2=CC=CC=C2)C2CN(CCC2)C2CCNCC2 3-(4-amino-3-(4-phenoxyphenyl)-1H-pyrazolo[3,4-d]pyrimidin-1-yl)-[1,4'-bipiperidin]